5-{2-phenoxyethyl}bicyclo[2.2.1]hept-2-ene O(C1=CC=CC=C1)CCC1C2C=CC(C1)C2